C(C)(C)(C)PC(C)(C)PC(C)(C)C Bis(tert-butylphosphino)-propan